OC1=CC=C2C(N(CC2=C1)C1C(NC(CC1)=O)=O)=O 3-(6-hydroxy-3-oxo-1H-isoindol-2-yl)-piperidine-2,6-dione